N,N-dibenzyl-1-(bicyclo[1.1.1]pentan-1-yl)cyclopropan-1-amine C(C1=CC=CC=C1)N(C1(CC1)C12CC(C1)C2)CC2=CC=CC=C2